3-(piperidine-1-carbonyl)aniline N1(CCCCC1)C(=O)C=1C=C(N)C=CC1